ethylcyclopentadienyl-indium (I) C(C)[In-]C1C=CC=C1